3,3'-dithiobis(propyl acrylate) C(CC)C(C(=O)[O-])=CSSC=C(C(=O)[O-])CCC